(S)-tert-butyl 1-(4-(benzylthio)phenylamino)-1-oxo-3-phenylpropan-2-yl(ethyl)carbamate C(C1=CC=CC=C1)SC1=CC=C(C=C1)NC([C@H](CC1=CC=CC=C1)N(C(OC(C)(C)C)=O)CC)=O